[Ru].N1=C(N=CC=C1)C1=NC=CC=N1.N1=C(N=CC=C1)C1=NC=CC=N1.N1=C(N=CC=C1)C1=NC=CC=N1 tris-(2,2'-bipyrimidine) ruthenium